C(#C)C1=C(COC1)C(=O)N 4-ethynyl-2,5-dihydrofuran-3-carboxamide